C(C1=CC=CC=C1)N1CC(CC=2C1=NC=CN2)CO (5-benzyl-5,6,7,8-tetrahydropyrido[2,3-b]pyrazin-7-yl)methanol